ClC=1C(=CC2=C(C[C@](O2)(C2=CC=CC=C2)C2N(CC(C2)O)C(=O)OC(C)(C)C)C1B1OC(C(O1)(C)C)(C)C)F Tert-butyl 2-((S)-5-chloro-6-fluoro-2-phenyl-4-(4,4,5,5-tetramethyl-1,3,2-dioxaborolan-2-yl)-2,3-dihydrobenzofuran-2-yl)-4-hydroxypyrrolidine-1-carboxylate